(E)-N-(2-(2,4-Dihydroxy-5-(trifluoromethyl)benzoyl)isoindolin-4-yl)-4-(dimethylamino)-N-methylbut-2-enamide OC1=C(C(=O)N2CC3=CC=CC(=C3C2)N(C(\C=C\CN(C)C)=O)C)C=C(C(=C1)O)C(F)(F)F